4-bromo-7-methoxy-6-nitroquinazoline BrC1=NC=NC2=CC(=C(C=C12)[N+](=O)[O-])OC